CN([C@H](CNC(C[C@@H](C1(CC1)C(F)(F)F)C=1C=NC=CC1)=O)CC=1C=C2C=CC(NC2=CC1)=O)C (R)-N-((S)-2-(dimethylamino)-3-(2-oxo-1,2-dihydroquinolin-6-yl)propyl)-3-(pyridin-3-yl)-3-(1-(trifluoromethyl)cyclopropyl)propanamide